2-{2'-Cyclopropyl-4'-oxo-5',6'-dihydro-4'H-spiro[cyclopropane-1,7'-furo[3,2-c]pyridin]-5'-yl}-N-{[1,2,4]triazolo[4,3-b]pyridazin-6-yl}acetamide C1(CC1)C1=CC=2C(N(CC3(C2O1)CC3)CC(=O)NC=3C=CC=1N(N3)C=NN1)=O